C1(CCCC1)[Si](COC)(COC)C1CCCCC1 cyclopentylcyclohexylbis(methoxymethyl)silane